NC1=NN2C(N=CC=C2)=C1C(=O)NC(C)C=1C=C(C=2N(C1N1CCC(CC1)(F)F)C=NC2)Cl 2-Amino-N-{1-[8-chloro-5-(4,4-difluoropiperidin-1-yl)imidazo[1,5-a]pyridin-6-yl]ethyl}pyrazolo[1,5-a]pyrimidine-3-carboxamide